C(#N)\C(=C/[C@H]1C([C@@H]1C(=O)OCC1=C(C(=C(C(=C1F)F)COC)F)F)(C)C)\C 2,3,5,6-Tetrafluoro-4-(methoxymethyl)benzyl (1R,3R)-3-[(Z)-2-cyanoprop-1-enyl]-2,2-dimethylcyclopropancarboxylat